vinyltris(methylbutynyloxy)-silane C(=C)[Si](OC#CC(C)C)(OC#CC(C)C)OC#CC(C)C